ClC1=CC=C(C=C1)CN1C(=NC=C1)C=O 1-[(4-chlorophenyl)methyl]-1H-imidazole-2-carbaldehyde